ClC=1C=C(C=CC1F)NC(N(C)[C@H]1CCCC2=NC(=C3C=CC=CC3=C12)OC)=O (S)-3-(3-chloro-4-fluorophenyl)-1-(6-methoxy-1,2,3,4-tetrahydrophenanthridin-1-yl)-1-methylurea